CN1C=NN=C1COC1=CC(=CC=C1)C(C)C 4-methyl-5-{[3-(propan-2-yl)phenoxy]methyl}-4H-1,2,4-triazole